COC(=O)C1=NC=2C(CCC(C2C(=C1)O)C)C 4-hydroxy-5,8-dimethyl-5,6,7,8-tetrahydroquinoline-2-carboxylic acid methyl ester